4-epoxycyclohexylmethyl-3,4-epoxycyclohexylcarbonate C12(C(CCCC1)O2)CC21C(CC(CC2)OC([O-])=O)O1